C1(=CC(C)=CC=C1C(C)C)OC(=O)[C@]1([C@@H](C1)C)C.C(=C)[Si](OCCOC)(OCCOC)OCCOC vinyl-tris(β-methoxy-ethoxy)silane Thymyl-trans-1,2-dimethylcyclopropanecarboxylate